tert-butyl (R)-9-(5-((3-cyano-6-(3-(3-methyl-2-oxoimidazolidin-1-yl) piperidin-1-yl) pyrazin-2-yl) amino) pyridin-2-yl)-3,9-diazaspiro[5.5]undecane-3-carboxylate C(#N)C=1C(=NC(=CN1)N1C[C@@H](CCC1)N1C(N(CC1)C)=O)NC=1C=CC(=NC1)N1CCC2(CCN(CC2)C(=O)OC(C)(C)C)CC1